FC(C1(CN(CC1)C(=O)C1=CC=C(C=C1)C1=CC=CN2C1=NC(=CC2=O)C(F)(F)F)O)F 9-(4-((3-(difluoromethyl)-3-hydroxypyrrolidin-1-yl)carbonyl)phenyl)-2-(trifluoromethyl)-4H-pyrido[1,2-a]pyrimidin-4-one